C(C)(C)(C)OC(=O)N1CC2=CC=CC=C2C(C1)=O 4-Oxo-1,3-dihydroisoquinoline-2-carboxylic acid tert-butyl ester